C1(CC1)C1=CC=C(C=C1)NC(=O)C1(N(CCCC1)CC1=NC=CC=C1)C N-(4-cyclopropylphenyl)-2-methyl-1-(pyridin-2-ylmethyl)piperidine-2-carboxamide